NC1=CC=C(OC=2C=C(C=CC2)SC2=CC(=CC=C2)OC2=CC=C(C=C2)N)C=C1 bis[3-(4-aminophenoxy)phenyl] sulfide